C(C1=CC=CC=C1)C=1C(=C2C(=NC(=NC2=CC1)N)N)CC1=CC=CC=C1 dibenzylquinazoline-2,4-diamine